5-fluoro-3-(5-fluoro-6-methylpyridin-2-yl)-1H-indole-7-carbonitrile FC=1C=C2C(=CNC2=C(C1)C#N)C1=NC(=C(C=C1)F)C